2-(6-(methoxy(2,2,6,6-tetramethylpiperidin-4-yl)amino)pyridazin-3-yl)-5-(1H-pyrazol-4-yl)phenol CON(C1=CC=C(N=N1)C1=C(C=C(C=C1)C=1C=NNC1)O)C1CC(NC(C1)(C)C)(C)C